C(CCCCCCC(CCCCCCCCC)C(=O)O)C(=O)O 1,8-heptadecanedicarboxylic acid